ClC1=C(C=CC=C1Cl)NC(=S)C=1C(NCCC1O)=O N-(2,3-dichlorophenyl)-4-hydroxy-2-oxo-1,2,5,6-tetrahydropyridine-3-thiocarboxamide